tert-butyl 2-(chloromethyl)-2-cyano-7-azaspiro[3.5]nonane-7-carboxylate ClCC1(CC2(C1)CCN(CC2)C(=O)OC(C)(C)C)C#N